(S)-6'-chloro-4-fluoro-2'-oxo-1'-(1-propyl-1H-pyrazol-4-yl)-1,3-dihydrospiro[indene-2,3'-indoline]-5-carboxylic acid ClC1=CC=C2[C@]3(C(N(C2=C1)C=1C=NN(C1)CCC)=O)CC1=CC=C(C(=C1C3)F)C(=O)O